C(OCCS)COCCS 2,2'-(ethylenedioxy)diethyl thiol